6-Chloro-3-[1-[6-fluoro-3-methyl-2-(1-methylpyrazol-4-yl)-4-oxo-chromen-8-ylethylamino]-2-pyridyl]-4H-1,2,4-oxadiazol-5-one ClC1=CC=CC(N1NCCC=1C=C(C=C2C(C(=C(OC12)C=1C=NN(C1)C)C)=O)F)C1=NOC(N1)=O